2-methoxy-3-[3-(4,4,5,5-tetramethyl-1,3,2-dioxaborolan-2-yl)phenyl]pyridine COC1=NC=CC=C1C1=CC(=CC=C1)B1OC(C(O1)(C)C)(C)C